C1(CC1)N1CC(=CCC1)C=1C(=C(C(=CC1)O)N1CC(NS1(=O)=O)=O)F 5-(3-(1-cyclopropyl-1,2,5,6-tetrahydropyridin-3-yl)-2-fluoro-6-hydroxyphenyl)-1,2,5-thiadiazolidin-3-one 1,1-dioxide